C1=C(C=C2C(=C1O)OC3=C(O2)C4=C(C(=C3)O)OC5=CC(=CC(=C5O4)O)O)O The molecule is a phlorotannin that is [1,4]benzodioxino[2,3-a]oxanthrene substituted by hydroxy groups at positions 1, 3, 6, 9 and 11. Isolated from the brown alga Ecklonia stolonifera, it exhibits radical scavenging activity. It has a role as a metabolite and a radical scavenger. It is a phlorotannin, an organic heteropentacyclic compound and an oxacycle. It derives from a phloroglucinol.